3-((7-(5-(difluoromethyl)-1H-pyrazol-4-yl)-4-oxoquinazolin-3(4H)-yl)methyl)-N-((1-methylpiperidin-4-yl)methyl)benzamide FC(C1=C(C=NN1)C1=CC=C2C(N(C=NC2=C1)CC=1C=C(C(=O)NCC2CCN(CC2)C)C=CC1)=O)F